Cl.C1(CC1)CNC1CN(C1)C(=O)C=1C=C(CC2=NNC(C3=CC=CC=C23)=O)C=CC1F 4-(3-(3-((Cyclopropylmethyl)amino)azetidin-1-carbonyl)-4-fluorobenzyl)phthalazin-1(2H)-on Hydrochlorid